FC=1C=C(C=NC1)S(=O)(=O)N([C@@H](C(F)(F)F)C1=CC=C(C=C1)C(F)(F)F)C (R)-5-fluoro-N-methyl-N-(2,2,2-trifluoro-1-(4-(trifluoromethyl)phenyl)ethyl)pyridine-3-sulfonamide